C(C)(C)(C)C1=CC=C(C(=O)NC2=C(OC3=C2C=C(C=C3)OC)C(=O)O)C=C1 (4-tert-butylbenzoylamino)-5-methoxybenzofuran-2-carboxylic acid